C(C)(C)NCC=C(CCCC(CCCC(CCCC(C)C)C)C)C 1-isopropylamino-3,7,11,15-tetramethyl-2-hexadecene